4-amino-5-(3-dimethylaminopyrrolidin-1-yl)-1,2-diethyl-1,2-dihydropyrazol NC=1CN(N(C1N1CC(CC1)N(C)C)CC)CC